bicyclo[2.2.1]-hept-5-enyl-2-methylpropionate C12(CCC(C=C1)C2)OC(C(C)C)=O